BrC1=CC=C2C(=C[N+](=CC2=C1)[O-])OC 7-bromo-4-methoxyisoquinolin-N-oxide